(R)-6-Chloro-1'-(1-((5-chloropyridin-3-yl)methyl)-1H-pyrazole-4-carbonyl)-5-fluorospiro[benzo[d][1,3]oxazine-4,3'-piperidin]-2(1H)-one ClC1=C(C2=C(NC(O[C@@]23CN(CCC3)C(=O)C=3C=NN(C3)CC=3C=NC=C(C3)Cl)=O)C=C1)F